(7R)-1'-[7-(2-chloro-3-fluoro-phenyl)-6-methyl-pyrazolo[1,5-a]pyrazin-4-yl]-2-methoxy-spiro[5,7-dihydro-cyclopenta[b]pyridin-6,4'-piperidin]-7-amine ClC1=C(C=CC=C1F)C1=C(N=C(C=2N1N=CC2)N2CCC1(CC2)CC=2C(=NC(=CC2)OC)[C@@H]1N)C